N-[3-[2,5-bis(difluoromethoxy)phenyl]-1-(1-methyl-2-oxo-pyrrolidin-3-yl)pyrazol-4-yl]pyrazolo[1,5-a]pyrimidine-3-carboxamide FC(OC1=C(C=C(C=C1)OC(F)F)C1=NN(C=C1NC(=O)C=1C=NN2C1N=CC=C2)C2C(N(CC2)C)=O)F